(S)-6-(8-amino-1-bromoimidazo[1,5-a]pyrazin-3-yl)-5-azaspiro[2.4]heptane-5-carboxylic acid benzyl ester C(C1=CC=CC=C1)OC(=O)N1CC2(CC2)C[C@H]1C1=NC(=C2N1C=CN=C2N)Br